methyl (S)-2-(2,6-difluoro-4-((R)-3-(trifluoromethyl)morpholino) benzamido)-3-(4-(1-methyl-2,4-dioxo-1,2,4,5,6,8-hexahydro-3H-pyrano[3,4-d]pyrimidin-3-yl)phenyl)propanoate FC1=C(C(=O)N[C@H](C(=O)OC)CC2=CC=C(C=C2)N2C(N(C3=C(C2=O)CCOC3)C)=O)C(=CC(=C1)N1[C@H](COCC1)C(F)(F)F)F